2,6-dimethoxy-para-hydroxybenzaldehyde COC1=C(C=O)C(=CC(=C1)O)OC